6-Acetyl-8-cyclopentyl-2-(5-pyrrolidin-1-yl-pyridin-2-ylamino)-8H-pyrido[2,3-d]pyrimidin-7-one C(C)(=O)C1=CC2=C(N=C(N=C2)NC2=NC=C(C=C2)N2CCCC2)N(C1=O)C1CCCC1